2,2-dimethyl-7-(naphthalen-1-ylmethyl)-5-oxo-8-(3-(trifluoromethyl)phenyl)-2,3-dihydro-5H-thiazolo[3,2-c]pyrimidine-3-carboxylic acid CC1(C(N2C(N=C(C(=C2S1)C1=CC(=CC=C1)C(F)(F)F)CC1=CC=CC2=CC=CC=C12)=O)C(=O)O)C